[7-[2,4-difluoro-6-(2-methoxyethoxy)phenyl]-6-[(4S,7S)-4,7-dimethyl-4,5,6,7-tetrahydropyrazolo[1,5-a]pyrazin-2-yl]thieno[3,2-c]pyridin-4-yl] trifluoromethanesulfonate FC(S(=O)(=O)OC1=NC(=C(C2=C1C=CS2)C2=C(C=C(C=C2OCCOC)F)F)C2=NN1C([C@@H](NC[C@@H]1C)C)=C2)(F)F